CC(CNC(OC(C)(C)C)=O)C=O tert-Butyl (2-methyl-3-oxopropyl)carbamate